1-(tert-butyl) 3-ethyl (3R,4R)-4-(2-chlorophenyl)pyrrolidine-1,3-dicarboxylate ClC1=C(C=CC=C1)[C@H]1[C@H](CN(C1)C(=O)OC(C)(C)C)C(=O)OCC